N-(4-chlorophenyl)-9-(1-ethyl-1H-pyrazol-4-yl)-1-methyl-6,7-dihydro-5H-benzo[c][1,2,3]triazolo[1,5-a]azepin-7-amine ClC1=CC=C(C=C1)NC1C2=C(C=3N(CC1)N=NC3C)C=CC(=C2)C=2C=NN(C2)CC